6-[4-[(2S)-2-[(dimethylamino)methyl]pyrrolidin-1-yl]-5,6-difluoro-8-(methylamino)-9H-pyrido[2,3-b]indol-3-yl]-1-methyl-4-oxo-1,8-naphthyridine-3-carboxylic acid CN(C)C[C@H]1N(CCC1)C1=C(C=NC=2NC3=C(C=C(C(=C3C21)F)F)NC)C=2C=C1C(C(=CN(C1=NC2)C)C(=O)O)=O